dimethyl-2,2-dimethyl-4-methylenepentane-1,5-dicarboxylic acid CC(C(CC(CC(=O)O)=C)(C)C)(C(=O)O)C